C(C=C)(=O)NC1=CC=C(C=C1)C1=C(C=2C(=NC=C(C2N1CC(F)(F)F)C#N)N)C1=CC(=C(C(=O)NCC(F)(F)F)C=C1)OC 4-(2-(4-acrylamidophenyl)-4-amino-7-cyano-1-(2,2,2-trifluoroethyl)-1H-pyrrolo[3,2-c]pyridin-3-yl)-2-methoxy-N-(2,2,2-trifluoroethyl)benzamide